O=C1OC(CS1)OC(=O)C1C(CCCC1)C(=O)OC1CSC(O1)=O 1,2-cyclohexanedicarboxylic acid-1,2-bis[2-oxo-1,3-oxathiolane-5-yl]ester